N1OC=CN2C1=CN=CC=C2 [1,2,4]oxadiazino[4,3-a][1,4]diazepine